FC=1C(=NC(=NC1)N[C@@H]1C[C@@H](CC1)C(=O)OC)C1=CC(=CC=C1)C=1C(=NC=CC1)OC methyl (1R,3S)-3-((5-fluoro-4-(3-(2-methoxypyridin-3-yl)phenyl)pyrimidin-2-yl)amino)cyclopentane-1-carboxylate